OC1=C(C=CC=C1)C=1C(=CC=CC1)S(=O)[O-] 2'-hydroxy-[1,1'-biphenyl]-2-sulfinate